C(CC(=O)C)(=O)OC(C)(C)C 1-t-butyl acetoacetate